Cl.NC1CC2(CC(C2)NC2CC=3C=CC(=CC3CC2)N2C(N=C(C=C2)NC(=O)N2CCNCC2)=O)C1 N-(1-(6-((6-Aminospiro[3.3]Heptan-2-Yl)Amino)-5,6,7,8-Tetrahydronaphthalen-2-Yl)-2-Oxo-1,2-Dihydropyrimidin-4-Yl)Piperazine-1-Carboxamide Hydrochloride Salt